N-(5-((6-((R)-3-(3-cyanophenyl)isoxazolidine-2-yl)pyrimidine-4-yl)amino)-2-(4-ethylpiperazine-1-yl)-4-methoxyphenyl)acrylamide C(#N)C=1C=C(C=CC1)[C@@H]1N(OCC1)C1=CC(=NC=N1)NC=1C(=CC(=C(C1)NC(C=C)=O)N1CCN(CC1)CC)OC